COC1=C(C(=CC(=C1)C)C)C1=NC2=NC(=CC=C2C=C1)C 2-(2-methoxy-4,6-dimethyl-phenyl)-7-methyl-1,8-naphthyridine